6-(4-tert-butylphenyl)-5-[4-[[(3S)-1-(3-fluoropropyl)pyrrolidin-3-yl]amino]phenyl]-8,9-dihydro-7H-benzo[7]annulen-2-ol C(C)(C)(C)C1=CC=C(C=C1)C1=C(C2=C(CCC1)C=C(C=C2)O)C2=CC=C(C=C2)N[C@@H]2CN(CC2)CCCF